tert-butyl (E)-2-(5-bromo-2-fluorophenyl)-2-(5-(2-ethoxyvinyl)-3-ethyl-2-oxopyridin-1(2H)-yl)acetate BrC=1C=CC(=C(C1)C(C(=O)OC(C)(C)C)N1C(C(=CC(=C1)\C=C\OCC)CC)=O)F